N[C@H](C(=O)O)CCC(=O)N1C[C@H](CC1)CN (S)-2-amino-5-((R)-3-(aminomethyl)pyrrolidin-1-yl)-5-oxopentanoic acid